C1(=CC=C(C=C1)C1=N[Se]C2=C1C=CC=C2)C (p-tolyl)benzo[d][1,2]selenazole